N1C2(CCC1)CCC1=CC=CC=C12 2,3-dihydro-spiro[indene-1,2'-pyrrolidine]